1-((6-cyclopropylimidazo[1,2-a]pyridin-2-yl)methyl)-N-(2-fluoro-3-methoxybenzyl)-1H-1,2,3-triazole-4-carboxamide C1(CC1)C=1C=CC=2N(C1)C=C(N2)CN2N=NC(=C2)C(=O)NCC2=C(C(=CC=C2)OC)F